C(CCCCC)OC(C(C(=C)C=1C(C2=C(C(C1)=O)C2)=O)(F)F)=O 2,2-difluoro-3-(3,4-methylenedioxophenyl)-3-butenoic acid n-hexyl ester